CN(C1=NN=C(S1)C1=C(C=C(C=C1)N1N=CC(=N1)C)O)C1C[C@@H]2C=C[C@H](C1)N2C 2-(5-(methyl((1R,3r,5S)-8-methyl-8-azabicyclo[3.2.1]oct-6-en-3-yl)amino)-1,3,4-thiadiazol-2-yl)-5-(4-methyl-2H-1,2,3-triazol-2-yl)phenol